BrC=1C=C(C#N)C=C(C1)OC 3-bromo-5-methoxy-benzonitrile